N-(cyclopentylmethyl)-1-(4-{4-[2-(pyridin-2-yl)acetamido]-1H-1,2,3-triazol-1-yl}butyl)-1H-1,2,3-triazole-4-carboxamide C1(CCCC1)CNC(=O)C=1N=NN(C1)CCCCN1N=NC(=C1)NC(CC1=NC=CC=C1)=O